4-(2,6-dichlorobenzoylamino)-1H-pyrazole-3-carboxylic acid N-(piperidin-4-yl) amide N1CCC(CC1)NC(=O)C1=NNC=C1NC(C1=C(C=CC=C1Cl)Cl)=O